(2S,3S)-1-((S)-tert-butylsulfinyl)-3-cyclobutylaziridine-2-carboxylic acid C(C)(C)(C)[S@](=O)N1[C@@H]([C@@H]1C1CCC1)C(=O)O